5-amino-propyl cytidine-5'-triphosphate P(O)(=O)(OP(=O)(O)OP(=O)(O)O)OC[C@@H]1[C@H]([C@H]([C@@](O1)(N1C(=O)N=C(N)C(=C1)N)CCC)O)O